tert-butyl (2S,4S)-4-(7-bromo-4-chloro-6-fluoro-8-iodo-1H-[1,2,3]triazolo[4,5-c]quinolin-1-yl)-2-(2-(tert-butoxy)-2-oxoethyl)piperidine-1-carboxylate BrC=1C(=CC=2C3=C(C(=NC2C1F)Cl)N=NN3[C@@H]3C[C@H](N(CC3)C(=O)OC(C)(C)C)CC(=O)OC(C)(C)C)I